ClC1=C(C=CC=C1C=1C=C(C(=NC1)N1C(C=CC=C1)=O)F)C1C(NC(CC1)=O)=O 3-(2-chloro-3-(3'-fluoro-2-oxo-2H-[1,2'-bipyridin]-5'-yl)phenyl)piperidine-2,6-dione